BrC=1C2=CN(N=C2C(=CC1F)F)C 4-bromo-5,7-difluoro-2-methylindazole